(E)-methyl 2-[2-[6-chloropyrimidine-4-oxy] phenyl]-3-methoxyacrylate ClC1=CC(=NC=N1)OC1=C(C=CC=C1)/C(/C(=O)OC)=C\OC